(2,5-dihexyl-1,4-phenylene)bis-boronic acid C(CCCCC)C1=C(C=C(C(=C1)B(O)O)CCCCCC)B(O)O